2-oxo-N-(1H-pyrazolo[4,3-c]pyridin-7-yl)-2-[(2R,5S)-5-methyl-2-[2-[rel-(3S,4R)-1,3-dimethyl-4-piperidyl]-1,3-benzothiazol-5-yl]-1-piperidyl]acetamide O=C(C(=O)NC=1C2=C(C=NC1)C=NN2)N2[C@H](CC[C@@H](C2)C)C=2C=CC1=C(N=C(S1)[C@H]1[C@@H](CN(CC1)C)C)C2 |o1:29,30|